C(#N)C=1C=NN2C1C(=CC(=C2)OCC(C)(C)O)C=2C=NN(C2)C(=O)NCC=2C=NC(=CC2)N2N=CC(=C2)F 4-(3-cyano-6-(2-hydroxy-2-methylpropoxy)pyrazolo[1,5-a]pyridin-4-yl)-N-((6-(4-fluoro-1H-pyrazol-1-yl)pyridin-3-yl)methyl)-1H-pyrazole-1-carboxamide